(S)-4-chloro-2,3-dihydro-1H-indene-1-amine ClC1=C2CC[C@@H](C2=CC=C1)N